O=C(C(=O)O)CCP(=O)CO 2-Oxo-4-(hydroxymethylphosphinyl)butanoic acid